BrC1=CC(=C(C(=O)NCC(F)(F)F)C=C1)Cl 4-bromo-2-chloro-N-(2,2,2-trifluoroethyl)benzamide